4-methyl-3-(2,2,2-trifluoroethoxy)benzaldehyde CC1=C(C=C(C=O)C=C1)OCC(F)(F)F